FC1=CC2=C(C(=CCO2)C2=C(C(=O)Cl)C=CC(=C2)C(F)(F)F)C=C1 (7-fluoro-2H-benzopyran-4-yl)-4-(trifluoromethyl)benzoyl chloride